F[C@H]1CN(CC[C@H]1NC1=CC=CC=2N1N=C(C2CC(F)(F)F)C2=NOC(=N2)CNC(=O)C2CC2)C N-((3-(7-(((3S,4R)-3-fluoro-1-methylpiperidin-4-yl)amino)-3-(2,2,2-trifluoroethyl)pyrazolo[1,5-a]pyridin-2-yl)-1,2,4-oxadiazol-5-yl)methyl)cyclopropanecarboxamide